FC1=CC=C(C=N1)C(=O)NC1=C(C=CC(=C1)OCC1=NC=C(C=C1)OC)O 6-Fluoro-N-{2-hydroxy-5-[(5-methoxypyridin-2-yl)methoxy]phenyl}pyridine-3-carboxamide